C(C)(C)(C)OC(=O)C1(CC1)C(=O)O cyclopropanedicarboxylic acid tert-butyl ester